BrC=1C=C2CN(C(C2=C(C1)OC)=O)C1C(NC(CC1)=O)=O 3-(5-Bromo-7-methoxy-1-oxo-1,3-dihydro-2H-isoindol-2-yl)piperidine-2,6-dione